(S)-N-(6-chloro-4-(1-methoxyethyl)-1,5-naphthyridin-3-yl)-N'-(6-(difluoromethoxy)-5-methylpyridin-3-yl)urea ClC=1N=C2C(=C(C=NC2=CC1)NC(=O)NC=1C=NC(=C(C1)C)OC(F)F)[C@H](C)OC